(3R)-7-hydroxy-N-[(1S)-2-methyl-1-(piperidin-1-ylmethyl)propyl]-1,2,3,4-tetrahydroisoquinoline-3-carboxamide OC1=CC=C2C[C@@H](NCC2=C1)C(=O)N[C@@H](C(C)C)CN1CCCCC1